FC=1C(=NN(C1NCC1=CC=C(C=C1)C(N)=N)C(=O)C1=C(OC=C1)C)C1C(N(CCC1C(F)(F)F)S(=O)(=O)N1CC(CC1)O)=O 4-{[(4-fluoro-3-{1-[(3-hydroxypyrrolidin-1-yl)sulfonyl]-2-oxo-4-(trifluoromethyl)piperidin-3-yl}-1-(2-methylfuran-3-carbonyl)-1H-pyrazol-5-yl)amino]methyl}benzene-1-carboximidamide